tert-butyl-4-cyano-4-(4-(2-hydroxypropan-2-yl)benzyl)piperidine C(C)(C)(C)N1CCC(CC1)(CC1=CC=C(C=C1)C(C)(C)O)C#N